2-[4-(1H-pyrrolo[2,3-b]pyridin-4-yl)-1H-pyrazol-1-yl]cyclohexanol N1C=CC=2C1=NC=CC2C=2C=NN(C2)C2C(CCCC2)O